2-[1-[4-(6,7-dihydro-5H-cyclopenta[d]pyrimidin-4-yl)-2,6-difluoro-phenyl]-4-piperidinyl]acetic acid N1=CN=C(C2=C1CCC2)C2=CC(=C(C(=C2)F)N2CCC(CC2)CC(=O)O)F